BrCC1=C(C(=CC=C1)C(F)(F)F)F 1-(bromomethyl)-2-fluoro-3-(trifluoromethyl)benzene